FC1(CCN(CC1)CC=1OC2=C3C(=C(C=C2N1)F)NC(NC31CCCCC1)=O)F 2-[(4,4-difluoropiperidin-1-yl)methyl]-5-fluoro-7,8-dihydro-6H-spiro[[1,3]oxazolo[5,4-f]quinazoline-9,1'-cyclohexane]-7-one